BrC=1C=C2C(NC=3N(C2=CC1)C(SC3C(=O)NC3=C(C=CC(=C3)OC)OC)=S)=O 7-Bromo-N-(2,5-dimethoxyphenyl)-5-oxo-1-thioxo-4,5-dihydro-1H-thiazolo[3,4-a]quinazoline-3-Carboxamide